C(C(C)C)OP(=S)(OCC(C)C)SCC(C(=O)[O-])C 3-((diisobutoxythiophosphoryl) thio)-2-methylpropionate